C1(=CC=CC=C1)P(C(C1=C(C=C(C=C1C)C)C)=O)(C1=CC=CC=C1)=O diphenyl(2,4,6-trimethylbenzoyl)phosphine oxid